3-(benzyl-(methyl)amino)-2-((tert-butoxycarbonyl)amino)propionic acid C(C1=CC=CC=C1)N(CC(C(=O)O)NC(=O)OC(C)(C)C)C